2,6-dimethyl-N-(4-(pentafluoro-λ6-sulfanyl)benzyl)imidazo[1,2-a]pyridine-3-carboxamide CC=1N=C2N(C=C(C=C2)C)C1C(=O)NCC1=CC=C(C=C1)S(F)(F)(F)(F)F